(±)-3-(5-chloro-2-hydroxyphenyl)-1,3-dihydro-3-hydroxy-5-bromo-2H-indol-2-one ClC=1C=CC(=C(C1)[C@]1(C(NC2=CC=C(C=C12)Br)=O)O)O |r|